NC1=C(C(=O)NC23CCC(CC2)(CC3)O)C=C(C=N1)C1=CC=C(C=C1)C13CN(CC3C1)C1CCOCC1 2-amino-N-(4-hydroxy-bicyclo[2.2.2]oct-1-yl)-5-(4-(3-(tetrahydro-2H-pyran-4-yl)-3-aza-bicyclo[3.1.0]hex-1-yl)phenyl)nicotinamide